tert-butyl 3-(4-acetylpyridin-2-yl)-2,5-dihydro-1H-pyrrole-1-carboxylate C(C)(=O)C1=CC(=NC=C1)C=1CN(CC1)C(=O)OC(C)(C)C